(3,5-dibromo-4-hydroxyphenyl)(2-ethyl-4-methylbenzofuran-3-yl)methanone Technetium [Tc].BrC=1C=C(C=C(C1O)Br)C(=O)C1=C(OC2=C1C(=CC=C2)C)CC